tert-butyl (4-(4-amino-6-bromo-5-(quinolin-3-yl)-7H-pyrrolo[2,3-d]pyrimidin-7-yl)bicyclo[2.2.1]heptan-1-yl)carbamate NC=1C2=C(N=CN1)N(C(=C2C=2C=NC1=CC=CC=C1C2)Br)C21CCC(CC2)(C1)NC(OC(C)(C)C)=O